FC1(CCN(CC1)C1=NC2=CC(=C(C=C2C(=N1)NC1CCN(CC1)CCOC)OC)OCCCN1CCCC1)F 2-(4,4-difluoropiperidin-1-yl)-6-methoxy-N-(1-(2-methoxyethyl)piperidin-4-yl)-7-(3-(pyrrolidin-1-yl)propoxy)quinazolin-4-amine